NN1C2=CC=CC=C2C=2C=C(C=CC12)C1=C(C=CC=C1)C 9-amino-3-(2-methylphenyl)carbazole